C(=O)(OC(C)(C)C)N1[C@@H](C2=CC=C(C=C2C1)Br)C (R)-N-Boc-5-bromo-1-methylisoindoline